COC1=C(C(=NC=C1C)CS(=O)C1=NC2=C(N1)C=CC(=C2)OC(CCCCCC)=O)C heptanoic acid 2-(((4-methoxy-3,5-dimethylpyridin-2-yl) methyl) sulfinyl)-1H-benzo[d]imidazol-5-yl ester